N-(2-carbamoyl-4-chloro-6-methyl-phenyl)-2-(3-chloro-2-pyridyl)-5-(difluoromethyl)pyrazole-3-carboxamide C(N)(=O)C1=C(C(=CC(=C1)Cl)C)NC(=O)C=1N(N=C(C1)C(F)F)C1=NC=CC=C1Cl